(2R,4S)-4-hydroxy-1-[(2S)-2-[4-[[3-(1-hydroxyethyl)phenoxy]methyl]triazol-1-yl]-3,3-dimethyl-butanoyl]-N-methyl-pyrrolidine-2-carboxamide O[C@H]1C[C@@H](N(C1)C([C@H](C(C)(C)C)N1N=NC(=C1)COC1=CC(=CC=C1)C(C)O)=O)C(=O)NC